{1-[(acetyloxy)methyl]-2,2-difluorocyclopropyl}methyl acetate C(C)(=O)OCC1(C(C1)(F)F)COC(C)=O